ethyl-1,4-dihydroquinoline-3-carboxylate hydrochloride Cl.C(C)OC(=O)C1=CNC2=CC=CC=C2C1